diisobutoxy-titanium(IV) C(C(C)C)O[Ti+2]OCC(C)C